N-(1,3-benzodioxol-5-yl)-3-[5-(1-hydroxycyclopropanecarbonyl)-3-(trifluoromethyl)-6,7-dihydro-4H-pyrazolo[4,3-c]pyridin-1-yl]-N-methyl-benzamide O1COC2=C1C=CC(=C2)N(C(C2=CC(=CC=C2)N2N=C(C=1CN(CCC12)C(=O)C1(CC1)O)C(F)(F)F)=O)C